C(C=CC1=CC=CC=C1)(=O)N[C@@H](CCCCNC(\C(=C\C)\C)=O)C(=O)OCC ethyl N2-cinnamoyl-N6-((E)-2-methylbut-2-enoyl)-L-lysinate